R-(+)-Bornylamine [C@]12(C(CC(CC1)C2(C)C)N)C